N-[(1R)-3-Hydroxy-1-phenylpropyl]-6-(5-methylquinolin-3-yl)-4-oxo-4,5-dihydropyrazolo[1,5-a]-pyrazine-2-carboxamide OCC[C@H](C1=CC=CC=C1)NC(=O)C1=NN2C(C(NC(=C2)C=2C=NC3=CC=CC(=C3C2)C)=O)=C1